ClC1=CC=C(C=C1)C=1C(N(C(C1C1=CC=C(C=C1)S(=O)(=O)N)=O)C)=O 3-(4-chlorophenyl)-4-(4-aminosulfonyl-phenyl)-1-methyl-1H-pyrrol-2,5-dione